O1CCC(=CC1)C=1OC(=CN1)C(=O)N 2-(3,6-dihydro-2H-pyran-4-yl)-1,3-oxazole-5-carboxamide